OC1(CC1)C1=NN(C=N1)C1CC2(CN(C2)C(=O)N2CC3(C2)C[C@@H](CC3)CC3=CC=C(C=C3)S(=O)(=O)C(F)(F)F)C1 [6-[3-(1-hydroxycyclopropyl)-1,2,4-triazol-1-yl]-2-azaspiro[3.3]heptan-2-yl]-[(6S)-6-[[4-(trifluoromethylsulfonyl)phenyl]methyl]-2-azaspiro[3.4]octan-2-yl]methanone